OC(COC(C(=C)C)=O)C.C(C=C)(=O)O acrylic acid 2-Hydroxypropyl-methacrylate